FC1=CC=C(OC2=C(C(=O)NCC3=CC=C(C(=O)O)C=C3)C=C(C=C2)C2=C(C=NC=C2)F)C=C1 4-((2-(4-Fluorophenoxy)-5-(3-fluoropyridin-4-yl)benzamido)methyl)benzoic acid